2-cyclopropyl-8-hydroxy-7-isopropyl-3-(3-methoxypropoxy)-10-oxo-6,7,10,11-tetrahydrooxepino[3,2-b:4,5-b']dipyridine-9-carboxylic acid C1(CC1)C1=C(C=C2C(=N1)C=1NC(C(=C(C1C(CO2)C(C)C)O)C(=O)O)=O)OCCCOC